methyl 6-(3-((S)-1-aminoethyl)-1-oxo-2-phenyl-1,2-dihydroisoquinolin-8-yl)-4-hydroxy-hex-5-ynoate N[C@@H](C)C=1N(C(C2=C(C=CC=C2C1)C#CC(CCC(=O)OC)O)=O)C1=CC=CC=C1